C(C)(C)(C)OC(=O)N[C@H](C(=O)N[C@H](C(=O)NC1=CC(=C(C(=O)OC)C=C1)C#N)C)C(C)C Methyl 4-((S)-2-((S)-2-((tert-butoxycarbonyl)amino)-3-methylbutanamido)propanamido)-2-cyanobenzoate